OCCOCCOC(CCCCCCCCCCC)=O dodecanoic acid 2-(2-hydroxyethoxy)ethyl ester